4-[(3S)-3-(benzyloxy)-5-[2,3-dimethoxy-5-(methoxycarbonyl)phenoxy]pentyl]-1,4-diazacycloheptane-1-carboxylic acid tert-butyl ester C(C)(C)(C)OC(=O)N1CCN(CCC1)CC[C@@H](CCOC1=C(C(=CC(=C1)C(=O)OC)OC)OC)OCC1=CC=CC=C1